[N+](=O)([O-])C1=CC=C(C=C1)C[C@@H](C=1N=C(SC1)C=1SC=CC1)NS(=O)(=O)CC1=CC=CC=C1 (S)-N-{2-(4-nitrophenyl)-1-[2-(thiophen-2-yl)thiazol-4-yl]Ethyl}-1-phenylmethanesulfonamide